4-(2-cyanopropan-2-yl)-2,6-difluorobenzenesulfonyl chloride C(#N)C(C)(C)C1=CC(=C(C(=C1)F)S(=O)(=O)Cl)F